FC(C(=O)O)(F)F.ClC1=C(C=CC=C1[C@]1(NC(N(C(C1)=O)C1CCOCC1)=N)C)NC(C1=CC=CC=C1)=O N-{2-Chloro-3-[(4S)-2-imino-4-methyl-6-oxo-1-(tetrahydropyran-4-yl)hexahydropyrimidin-4-yl]-phenyl}benzamide trifluoroacetic acid salt